IC1=CC=C(C=C1)CC=C 3-(4-iodophenyl)propylene